FC(OC1=CC=C(C=N1)C1=NN(C(C=C1)=O)CC(=O)N[C@H]1CC12CC2)F (S)-2-(3-(6-(difluoromethoxy)pyridin-3-yl)-6-oxopyridazin-1(6H)-yl)-N-(spiro[2.2]pentan-1-yl)acetamide